ClC1=CC2=C(NC(=N2)CNC(=O)C=2N=C(SC2)NS(=O)(=O)C2=CNC3=CC=CC=C23)C=C1 N-((5-chloro-1H-benzo[d]imidazol-2-yl)methyl)-2-(1H-indole-3-sulfonylamino)thiazole-4-carboxamide